tert-butyl ((diphenylphosphoryl)methyl)sulfonylcarbamate C1(=CC=CC=C1)P(=O)(C1=CC=CC=C1)CS(=O)(=O)NC(OC(C)(C)C)=O